2,2-Bipyridyl-5,5'-dicarboxylic acid N1=C(C=CC(=C1)C(=O)O)C1=NC=C(C=C1)C(=O)O